F[C@@H]1[C@H]2N(C[C@@H]1NC2)C2(C1=CC=CC=C1C=1C=CC=CC21)C2=CC=CC=C2 (1S,4S,7S)-7-fluoro-2-(9-phenylfluoren-9-yl)-2,5-diazabicyclo[2.2.1]heptane